C(CCC(=O)OC[C@H]1OC([C@@H]([C@H]([C@@H]1OCC1=CC=CC=C1)OCC1=CC=CC=C1)F)OCC1=CC=CC=C1)(=O)OC1=CC=2C=3C=CC=4C(=COC4)C3C=CC2C=C1 phenanthro[1,2-c]furan-8-yl (((2R,3R,4S,5R)-3,4,6-tris(benzyloxy)-5-fluorotetrahydro-2H-pyran-2-yl) methyl) succinate